bis(N-octanoylprolinol) phosphate P(=O)(O)(O)O.C(CCCCCCC)(=O)N1[C@@H](CCC1)CO.C(CCCCCCC)(=O)N1[C@@H](CCC1)CO